ClC1=CC=2N(C3=CC=CC=C3C2C(=C1)[Si](C1=CC=CC=C1)(C1=CC=CC=C1)C1=CC=CC=C1)C1=CC=CC=C1 2-chloro-9-phenyl-4-(triphenylsilyl)-9H-carbazole